4-butyrylcytidine triphosphate P(O)(=O)(OP(=O)(O)OP(=O)(O)O)OC[C@@H]1[C@H]([C@H]([C@@H](O1)N1C(=O)NC(N)(C=C1)C(CCC)=O)O)O